(E)-4-[2-[2-[2-[2-[2-[2-[2-[bis(tert-butoxycarbonyl)amino]ethoxy]ethoxy]ethoxy]ethoxy]ethoxy]ethoxy]ethyl-methylamino]but-2-enoic acid C(C)(C)(C)OC(=O)N(CCOCCOCCOCCOCCOCCOCCN(C/C=C/C(=O)O)C)C(=O)OC(C)(C)C